(5,7-dimethyl-[1,2,4]triazolo[1,5-a]pyrimidin-2-yl)((3R,3'R)-3'-hydroxy-1,4-dihydro-2H-spiro[isoquinoline-3,4'-piperidin]-1'-yl)methanone CC1=NC=2N(C(=C1)C)N=C(N2)C(=O)N2C[C@H]([C@@]1(CC2)NCC2=CC=CC=C2C1)O